N-(6-Amino-5-ethyl-3-pyridyl)-2-[(2R,5S)-2-[6-[(3R)-3,4-dimethylpiperazin-1-yl]-3-pyridyl]-5-methyl-1-piperidyl]-2-oxo-acetamide NC1=C(C=C(C=N1)NC(C(=O)N1[C@H](CC[C@@H](C1)C)C=1C=NC(=CC1)N1C[C@H](N(CC1)C)C)=O)CC